(R)-N-((S)-2-(4-bromo-2-fluorophenyl)-1-cyanoethyl)-2-methylpropane-2-sulfenamide BrC1=CC(=C(C=C1)C[C@@H](C#N)NSC(C)(C)C)F